C(C1=CC=CC=C1)(=O)OO.C(=C)(C)C t-butene peroxybenzoate